COC[C@H](C)CS(=O)(=O)[O-] (S)-1-methoxypropan-2-ylmethanesulfonate